N-((1R,2R,4S)-7-cyano-7-azabicyclo[2.2.1]heptan-2-yl)-3-(2-methylpropoxy)-4-(6-methyl-2-pyridinyl)benzamide C(#N)N1[C@H]2[C@@H](C[C@@H]1CC2)NC(C2=CC(=C(C=C2)C2=NC(=CC=C2)C)OCC(C)C)=O